CC1=C(C(=O)NC2=CC=C(C3=CC=CC=C23)S(NC2=C(C=CC(=C2)N2CCN(CC2)CCC)C)(=O)=O)C=CC=C1 2-methyl-N-(4-(N-(2-methyl-5-(4-propylpiperazin-1-yl)phenyl)sulfamoyl)naphthalen-1-yl)benzamide